4-((dimethylamino)methyl)-N-(3-methoxybenzyl)-N-(3-morpholinophenylmethyl)thiazol-2-amine CN(C)CC=1N=C(SC1)N(CC1=CC(=CC=C1)N1CCOCC1)CC1=CC(=CC=C1)OC